(3-((S)-4-amino-1-(5-((1S,2R)-1-amino-2-hydroxypropyl)-1,3,4-oxadiazol-2-yl)-4-oxobutyl) ureido) cyclopropylcarboxylate C1(CC1)C(=O)ONC(=O)N[C@@H](CCC(=O)N)C=1OC(=NN1)[C@H]([C@@H](C)O)N